C(C1=CC=CC=C1)OC1=NC(=CC=C1N1N=NC2=C1C=CC(=C2)N[C@@H]2[C@H](CN(CC2)C(=O)[O-])F)OCC2=CC=CC=C2 (3S,4S)-4-[[1-(2,6-dibenzyloxy-3-pyridyl)benzotriazol-5-yl]amino]-3-fluoro-piperidine-1-carboxylate